CO[SiH](CCCS)OC 3-(dimethoxysilyl)-1-propanethiol